benzyl (2-((4-((tert-butoxycarbonyl)amino)butyl)amino)-2-oxoethyl)((1r,4r)-4-((5-chloro-4-(5-(cyclopropylmethyl)-1-methyl-1H-pyrazol-4-yl)pyrimidin-2-yl)amino)cyclohexyl)carbamate C(C)(C)(C)OC(=O)NCCCCNC(CN(C(OCC1=CC=CC=C1)=O)C1CCC(CC1)NC1=NC=C(C(=N1)C=1C=NN(C1CC1CC1)C)Cl)=O